N1=CN=CC2=C1SC1=C2C=CC=C1 [1]Benzothieno[2,3-d]Pyrimidine